(R)-3-(1-Acryloylpiperidin-3-yl)-7-amino-1-(4-(2-fluorophenoxy)phenyl)-1,5-dihydro-4H-pyrazolo[3,4-d]pyridazin-4-on C(C=C)(=O)N1C[C@@H](CCC1)C1=NN(C=2C(=NNC(C21)=O)N)C2=CC=C(C=C2)OC2=C(C=CC=C2)F